ethyl 6'-(((1S,3S)-3-((5-(difluoromethoxy) pyrimidin-2-yl)-amino) cyclopentyl) amino)-2-oxo-2H-[1,3'-bipyridine]-4-carboxylate FC(OC=1C=NC(=NC1)N[C@@H]1C[C@H](CC1)NC1=CC=C(C=N1)N1C(C=C(C=C1)C(=O)OCC)=O)F